FC1([C@@H](CN(C1)C)NC1=NN2C(C(=N1)OC)=C(C=C2)C=2C=CC1=C(N(C=N1)CC(F)F)C2)F (R)-N-(4,4-difluoro-1-methylpyrrolidin-3-yl)-5-(1-(2,2-difluoroethyl)-1H-benzo[d]imidazol-6-yl)-4-methoxypyrrolo[2,1-f][1,2,4]triazin-2-amine